C(C=C)(=O)OC1C2CC(C(C1)C2)C(=O)O 5-(acryloyloxy)bicyclo[2.2.1]heptane-2-carboxylic acid